F[C@H]1C[C@H](N2N=C(N=C21)S)C2=C(C=CC=C2)F (5s,7s)-7-fluoro-5-(2-fluorophenyl)-6,7-dihydro-5H-pyrrolo[1,2-b][1,2,4]triazole-2-thiol